2-(5-fluoro-3-pyridyl)-4-(trifluoromethyl)pyrimidine-5-carboxylic acid FC=1C=C(C=NC1)C1=NC=C(C(=N1)C(F)(F)F)C(=O)O